BrCC1=C2C(=NC(=C1)Cl)N(C=N2)C 7-(bromomethyl)-5-chloro-3-methyl-3H-imidazo[4,5-b]pyridine